fluoro-cytosine FNC1=NC(NC=C1)=O